C1(=CC=C(C=C1)[Zr])C p-tolyl-zirconium